(2r,3r)-3-(benzyloxy)-2-formylpyrrolidine-1-carboxylic acid benzyl ester C(C1=CC=CC=C1)OC(=O)N1[C@H]([C@@H](CC1)OCC1=CC=CC=C1)C=O